FC1(CNCCC1NC(=O)C1=C(OC2=C1C(=C(C=C2)OCC2=C(N=CS2)C)F)C)F N-(3,3-difluoropiperidin-4-yl)-4-fluoro-2-methyl-5-((4-methylthiazol-5-yl)methoxy)benzofuran-3-carboxamide